NN1C=NC(=C2N3C(N=C12)N(C(N3C)=O)CCN3N=CC(=C3)C(=O)N(CC)CC)C=3OC=CC3 1-[2-[5-Amino-8-(2-furyl)-1-methyl-2-oxo-[1,2,4]triazolo[5,1-f]purin-3-yl]ethyl]-N,N-diethyl-pyrazole-4-carboxamide